NC=1C2=C(N=CN1)N(C(=C2C2=CC1=C([C@@H](CO1)C1=NC(=CC=C1)C)C=C2)C2=CC=C(C=C2)NC(C(=C)C)=O)C (R)-N-(4-(4-amino-7-methyl-5-(3-(6-methylpyridin-2-yl)-2,3-dihydrobenzofuran-6-yl)-7H-pyrrolo[2,3-d]pyrimidin-6-yl)phenyl)methacrylamide